4-bromo-5-(2,2-difluorocyclopropyl)-6-methyl-1-(tetrahydro-2H-pyran-2-yl)-1H-indazole BrC1=C2C=NN(C2=CC(=C1C1C(C1)(F)F)C)C1OCCCC1